ClC=1C(=C(C(=NC1)N)[N+](=O)[O-])NC1CCN(CC1)S(=O)(=O)C 5-chloro-N4-(1-(methylsulfonyl)piperidin-4-yl)-3-nitropyridine-2,4-diamine